7,8-dihydroxy-2-phenazinesulphonic acid OC=1C=C2N=C3C=CC(=CC3=NC2=CC1O)S(=O)(=O)O